O=C1NC(C2=CC(=CC=C12)NC(C(N1CCN(CC1)C)C1=CC(=CC=C1)F)=O)=O N-(1,3-dioxoisoindol-5-yl)-2-(3-fluorophenyl)-2-(4-methylpiperazin-1-yl)acetamide